3-(5-(((1S,2S)-2-(3-(4,4-dimethylpiperidin-1-yl)-azetidin-1-yl)cyclohexyl)-oxy)-1-oxoisoindolin-2-yl)-piperidine-2,6-dione CC1(CCN(CC1)C1CN(C1)[C@@H]1[C@H](CCCC1)OC=1C=C2CN(C(C2=CC1)=O)C1C(NC(CC1)=O)=O)C